2-[4-(azetidin-3-yl)phenyl]benzamide N1CC(C1)C1=CC=C(C=C1)C1=C(C(=O)N)C=CC=C1